C(#N)C=1C=NN2C1C(=CC(=C2)C=2C=NN(C2)[C@@H]2CN(CCC2)C(=O)OC(C)(C)C)SC2=NC(=CC=C2)C tert-butyl (3S)-3-[4-[3-cyano-4-[(6-methyl-2-pyridyl)sulfanyl]pyrazolo[1,5-a]pyridin-6-yl]pyrazol-1-yl]piperidine-1-carboxylate